1-(4-methoxybenzyl)-3-(6-(6-(trifluoromethyl)-1,2,3,4-tetrahydroquinoline-1-carbonyl)spiro[3.3]hept-2-yl)urea COC1=CC=C(CNC(=O)NC2CC3(C2)CC(C3)C(=O)N3CCCC2=CC(=CC=C32)C(F)(F)F)C=C1